thiourethane NC(=S)OCC